azetidin-3-yl-(4-(5-(trifluoromethyl)pyrimidin-2-yl)piperazin-1-yl)methanone hydrochloride Cl.N1CC(C1)C(=O)N1CCN(CC1)C1=NC=C(C=N1)C(F)(F)F